2,2'-dichloro-6,6'-diaminobiphenyl ClC1=C(C(=CC=C1)N)C1=C(C=CC=C1N)Cl